3-(3-((2-((2-chloro-4-((1R,4R)-5-methyl-2,5-diazabicyclo[2.2.1]heptan-2-yl)phenyl)amino)-5-(trifluoromethyl)pyrimidin-4-yl)amino)propyl)-1,3-oxazinan-2-one ClC1=C(C=CC(=C1)N1[C@H]2CN([C@@H](C1)C2)C)NC2=NC=C(C(=N2)NCCCN2C(OCCC2)=O)C(F)(F)F